(R)-2-((4-(hydroxyimino)-1-oxo-1,4-dihydronaphthalen-2-yl)amino)-3-phenyl-N-(3-fluoro-4-bromophenyl)-propionamide ON=C1C=C(C(C2=CC=CC=C12)=O)N[C@@H](C(=O)NC1=CC(=C(C=C1)Br)F)CC1=CC=CC=C1